CC1(C=CC(C2=CC=CC=C12)=O)C 4,4-dimethylnaphthalen-1(4H)-one